tert-butyl (3R,4S)-4-(4-(3-(2,6-bis(benzyloxy) pyridin-3-yl)-1-methyl-1H-indazol-6-yl)-1,2,3,6-tetrahydropyridine-1-carbonyl)-3-methylpiperidine-1-carboxylate C(C1=CC=CC=C1)OC1=NC(=CC=C1C1=NN(C2=CC(=CC=C12)C=1CCN(CC1)C(=O)[C@@H]1[C@H](CN(CC1)C(=O)OC(C)(C)C)C)C)OCC1=CC=CC=C1